COC(C(C)(C)C1=CC=C(C=C1)CCC(=O)O)=O 3-(4-(1-methoxy-2-methyl-1-oxopropan-2-yl)phenyl)propanoic acid